COC(=O)C=1C(=NC=CC1)SC1=C(C(=CC=C1)C(F)(F)F)C1=C(C=CC=C1Cl)C=O 2-[6-chloro-2-formylPhenyl-3-(trifluoromethyl)phenyl]Sulfanyl-pyridine-3-carboxylic acid methyl ester